OC1(COC2(C1)C=C(C(C(C2)(C)C)=O)C#N)C=2C=NC=CC2 3-hydroxy-9,9-dimethyl-8-oxo-3-(pyridin-3-yl)-1-oxaspiro[4.5]dec-6-ene-7-carbonitrile